OC1CCN(CC1)C1=NC=CC=C1 2-(4-hydroxypiperidin-1-yl)pyridin